5-(3-fluorophenyl)pyrrolidin-3-ol hydrochloride Cl.FC=1C=C(C=CC1)C1CC(CN1)O